C(=CCCCCCCCCCCC)O[C@@H](C(=O)OC)C |r| (±)-methyl 2-(tridec-1-en-1-yloxy)propanoate